(19R)-3-ethyl-16-fluoro-19-methyl-9,20-dioxa-3,4,11,23-tetraazapentacyclo[19.3.1.02,6.08,12.013,18]pentacosa-1(24),2(6),4,8(12),10,13,15,17,21(25),22-decaen-22-amine C(C)N1C=2C3=CN=C(C(O[C@@H](C4=CC(=CC=C4C=4N=COC4CC2C=N1)F)C)=C3)N